F[C@H]1C[C@H](N2N=C(N=C21)C(C(=C)C)=O)C2=CC=CC=C2 cis-1-(7-fluoro-5-phenyl-6,7-dihydro-5H-pyrrolo[1,2-b][1,2,4]triazol-2-yl)-2-methylprop-2-en-1-one